tetramethylammonium hexyltris(3-trifluoromethylphenyl)borate C(CCCCC)[B-](C1=CC(=CC=C1)C(F)(F)F)(C1=CC(=CC=C1)C(F)(F)F)C1=CC(=CC=C1)C(F)(F)F.C[N+](C)(C)C